C1CCN2C1C1=CC(=CC=C1CC2)CO 1,2,3,5,6,10b-hexahydropyrrolo[2,1-a]isoquinolin-9-yl-methanol